ClC(=CC1C(C1C(=O)O)(C)C)C(F)(F)F 3-(2-chloro-3,3,3-trifluoro-1-propen-1-yl)-2,2-dimethylcyclopropanecarboxylic acid